2-[1-(5,6-dimethoxy-3-pyridyl)-2-oxo-cyclohexyl]acetaldehyde COC=1C=C(C=NC1OC)C1(C(CCCC1)=O)CC=O